N-(2-(7-fluoro-1H-indol-3-yl)ethyl)-N-methylpropan-2-amine FC=1C=CC=C2C(=CNC12)CCN(C(C)C)C